N,N-dipropyl-N'-methylpropanediamine C(CC)N(C(CC)NC)CCC